1,3-bis(2,5-bis(trifluoromethyl)-4-aminophenyl)adamantane FC(C1=C(C=C(C(=C1)N)C(F)(F)F)C12CC3(CC(CC(C1)C3)C2)C2=C(C=C(C(=C2)C(F)(F)F)N)C(F)(F)F)(F)F